FC1=C(CNC(=O)C2=NNC(=C2)C=2C=C(C=CC2)C=2OC(=CN2)C(=O)NC(CC)CC)C(=CC=C1)F 2-(3-(3-((2,6-Difluorobenzyl)Carbamoyl)-1H-Pyrazol-5-Yl)Phenyl)-N-(Pentan-3-Yl)Oxazole-5-Carboxamide